(E)-3-(3-bromo-4-methoxyphenyl)-1-(2-(4-fluorophenyl)phenyl)propen-1-one BrC=1C=C(C=CC1OC)/C=C/C(=O)C1=C(C=CC=C1)C1=CC=C(C=C1)F